O[C@@H]1C[C@H](N(C1)C(C(CC(C1=CC=CC=C1)=O)C)=O)C(=O)NCC1=CC=C(C=C1)C1=C(N=CS1)C (2S,4R)-4-hydroxy-1-(2-methyl-4-oxo-4-phenylbutanoyl)-N-(4-(4-methylthiazol-5-yl)benzyl)pyrrolidine-2-carboxamide